FC1=C2C(=C(C(=NC2=CC=C1)C)C#N)CCCC(F)(F)F 5-fluoro-2-methyl-4-(4,4,4-trifluorobutyl)quinoline-3-carbonitrile